ClC=1C(=C(C=CC1)[C@@H]1N(OCC1)C1=CC(=NC=N1)NC=1C(=CC(=C(C1)NC(C=C)=O)N1CCC(CC1)N1CCN(CC1)C1CCCC1)OC)F N-(5-((6-((R)-3-(3-chloro-2-fluorophenyl)isoxazolidine-2-yl)pyrimidine-4-yl)amino)-2-(4-(4-cyclopentylpiperazine-1-yl)piperidine-1-yl)-4-methoxyphenyl)acrylamide